C(C)OC(=O)C=1C(=NN(C1F)C)C(F)(F)Cl.FC(C=1C=CC(=NC1)\C=C\C1=CC(=C(C=C1)C(C)C)OC)(F)F (E)-5-trifluoromethyl-2-(4-isopropyl-3-methoxystyryl)pyridine ethyl-3-(chlorodifluoromethyl)-5-fluoro-1-methyl-1H-pyrazole-4-carboxylate